ClC1=CC(=C(C=C1C)O)C1CCOCC1 4-chloro-5-methyl-2-(oxan-4-yl)phenol